manganese ethylenebis(dithiocarbamate) C(CNC([S-])=S)NC([S-])=S.[Mn+2]